N-(2-amino-5-cyclopropylphenyl)-N-Methylmethanesulfonamide NC1=C(C=C(C=C1)C1CC1)N(S(=O)(=O)C)C